4-(2-cyano-7-((5-methoxy-7-methyl-1H-indol-4-yl)methyl)-7-azaspiro[3.5]nonan-6-yl)-N-((1-(2,2,2-trifluoroethyl)azetidin-3-yl)methyl)benzamide C(#N)C1CC2(C1)CC(N(CC2)CC2=C1C=CNC1=C(C=C2OC)C)C2=CC=C(C(=O)NCC1CN(C1)CC(F)(F)F)C=C2